ClC=1C=C2C(=C3C1NC(NC31CCCCC1)=O)OC(=N2)CN2CC(N(CC2)C)(C)C 5-chloro-2-[(3,3,4-trimethylpiperazin-1-yl)methyl]-7,8-dihydro-6H-spiro[[1,3]oxazolo[5,4-f]quinazoline-9,1'-cyclohexane]-7-one